ethylmethyl-cyclopentadienyl-manganese C(C)[Mn](C1C=CC=C1)C